O(C1=CC=CC=C1)C1=CC=C(C(=O)C2=CC=C(C=C2)C(C2=CC=C(C=C2)OC2=CC=CC=C2)=O)C=C1 1,4-BIS(4-PHENOXYBENZOYL)BENZOL